FC([C@@H]1CCC=2C(=NN(C2C1)CC[C@@H]1CC[C@@H](CC1)OC1=NC=CC=C1C)C(=O)N1CCC(CC1)O)F [(6R)-6-(difluoromethyl)-1-(2-{cis-4-[(3-methylpyridin-2-yl)oxy]cyclohexyl}ethyl)-4,5,6,7-tetrahydro-1H-indazol-3-yl](4-hydroxypiperidin-1-yl)methanone